(4aR,8aS)-6-[6-[[3-(trifluoromethyl)-1,2,4-triazol-1-yl]methyl]-2-azaspiro[3.3]heptane-2-carbonyl]-4,4a,5,7,8,8a-hexahydropyrido[4,3-b][1,4]oxazin-3-one FC(C1=NN(C=N1)CC1CC2(CN(C2)C(=O)N2C[C@@H]3[C@@H](OCC(N3)=O)CC2)C1)(F)F